FC(C(=O)N1CC(C1)N1N=C(C=2N=CN=C(C21)OC)C2=CC=C(C=C2)C(F)(F)F)=C 2-fluoro-1-(3-(7-methoxy-3-(4-(trifluoromethyl)phenyl)-1H-pyrazolo[4,3-d]pyrimidin-1-yl)-azetidin-1-yl)prop-2-en-1-one